OC1=CC(=NC=2N1N=CN2)C 7-hydroxy-5-methyl-[1,2,4]triazolo[1,5-a]pyrimidine